FC1=CC=C(C=C1)NC([C@@H](C)C=1C=C2CCCN(C2=CC1)C(COCCOC)=O)=O (2S)-N-(4-Fluorophenyl)-2-{1-[(2-methoxyethoxy)acetyl]-1,2,3,4-tetrahydrochinolin-6-yl}propanamid